2H-pyrido[3,2-b][1,4]oxazin-3(4H)-on O1C2=C(NC(C1)=O)N=CC=C2